1-[5-(5-chloro-2-methoxypyridin-4-yl)-1H-pyrazole-3-carbonyl]-N-[(1-methylazetidin-3-yl)methyl]piperidine-4-carboxamide ClC=1C(=CC(=NC1)OC)C1=CC(=NN1)C(=O)N1CCC(CC1)C(=O)NCC1CN(C1)C